tert-butyl ((1-(2-chloro-5-((1-methyl-1H-pyrazol-4-yl)ethynyl)pyridin-4-yl)-4-fluoropiperidin-4-yl)methyl)(2-fluoroethyl)carbamate ClC1=NC=C(C(=C1)N1CCC(CC1)(F)CN(C(OC(C)(C)C)=O)CCF)C#CC=1C=NN(C1)C